2-(2-((3r,4r)-3-amino-4-fluoropiperidin-1-yl)-5,6-difluoro-1H-benzo[d]imidazol-1-yl)-1-(4-methylpiperidin-1-yl)ethan-1-one N[C@@H]1CN(CC[C@H]1F)C1=NC2=C(N1CC(=O)N1CCC(CC1)C)C=C(C(=C2)F)F